C1(CC1)C1(CNCCOC1)O 6-cyclopropyl-1,4-oxazepan-6-ol